2-(1,1,2,2-Tetrafluoroethoxymethyl)oxirane FC(C(F)F)(OCC1OC1)F